6-chloro-5-methoxy-1-methyl-1,3-dihydro-2H-benzo[d]imidazol-2-one ClC=1C(=CC2=C(N(C(N2)=O)C)C1)OC